N,N-dimethyl-ethyl-octadecyl-ammonium sulfate S(=O)(=O)([O-])[O-].C[N+](C)(CCCCCCCCCCCCCCCCCC)CC.C[N+](C)(CC)CCCCCCCCCCCCCCCCCC